Boc-L-leucinate C(=O)(OC(C)(C)C)N[C@@H](CC(C)C)C(=O)[O-]